N-(salicyloyl)-8-aminooctanoic acid monosodium salt [Na+].C(C=1C(O)=CC=CC1)(=O)NCCCCCCCC(=O)[O-]